6-((4-((3R,4S)-3-amino-4-fluoropiperidin-1-yl)-5-(1-(difluoromethyl)-1H-pyrazol-4-yl)pyridin-2-yl)amino)-2-(2-fluoro-6-methoxyphenyl)nicotinonitrile hydrochloride Cl.N[C@@H]1CN(CC[C@@H]1F)C1=CC(=NC=C1C=1C=NN(C1)C(F)F)NC1=NC(=C(C#N)C=C1)C1=C(C=CC=C1OC)F